1-(2-((2-aminoethyl)(methyl)amino)ethyl)-1H-pyrrole-2,5-dione 2,2,2-trifluoroacetate FC(C(=O)O)(F)F.NCCN(CCN1C(C=CC1=O)=O)C